CN1N=C(C=2N=C(N=CC21)NC=2C(=CC=1N(C2)N=CN1)C)C1CCOCC1 1-methyl-N-[7-methyl-[1,2,4]triazolo[1,5-a]pyridin-6-yl]-3-(oxan-4-yl)-1H-pyrazolo[4,3-d]pyrimidin-5-amine